(R)-3-((4-((1-(3-(1,1-difluoro-2-hydroxyethyl)-2-fluorophenyl)ethyl)amino)-2-methyl-8,9-dihydrofuro[2,3-h]quinazolin-6-yl)oxy)azetidine-1-carboxylic acid tert-butyl ester C(C)(C)(C)OC(=O)N1CC(C1)OC=1C=C2C(=NC(=NC2=C2C1OCC2)C)N[C@H](C)C2=C(C(=CC=C2)C(CO)(F)F)F